N[C@@H]1[C@@H](OCC12CCN(CC2)C=2NC(C1=C(N2)NN=C1C#CC1=C(C=CC=C1)F)=O)C 6-((3S,4S)-4-amino-3-methyl-2-oxa-8-azaspiro[4.5]decan-8-yl)-3-((2-fluorophenyl)ethynyl)-1,5-dihydro-4H-pyrazolo[3,4-d]pyrimidin-4-one